SCCCP(O)(O)=O 3-mercapto-n-propyl-phosphonic acid